4-[(1S)-1-(2-chloro-5,6-dimethyl-pyrimidin-4-yl)oxyethyl]-N'-hydroxy-benzamidine ClC1=NC(=C(C(=N1)O[C@@H](C)C1=CC=C(C(=NO)N)C=C1)C)C